C(C)C1(CCCCC1)OC(=O)C1=CC=C(C=C1)C1C2C=CC(C1)C2 5-(4-(1-ethylcyclohexyloxycarbonyl)phenyl)-bicyclo[2.2.1]Hept-2-ene